[Na+].N1C(=NC=C1)C(CC(=O)[O-])C(=O)[O-].[Na+] ImidazoleSuccinic Acid sodium salt